CSC(C)C=1C=NC(=CC1)C(F)(F)F 3-[1-(methylthio)ethyl]-6-(trifluoromethyl)pyridine